N-[4-[2-[2-[(1r,4r)-(4-Aminocyclohexyl)amino]pyrimidin-4-yl]-4-cyanophenoxy]-3-fluorophenyl]2-chlorobenzenesulfonamide NC1CCC(CC1)NC1=NC=CC(=N1)C1=C(OC2=C(C=C(C=C2)NS(=O)(=O)C2=C(C=CC=C2)Cl)F)C=CC(=C1)C#N